The molecule is a sesterterpenoid isolated from the marine sponge Luffariella variabilis and which has been shown to exhibit inhibitory activity towards phospholipase A2. It has a role as a metabolite, an EC 3.1.1.4 (phospholipase A2) inhibitor, an EC 5.99.1.2 (DNA topoisomerase) inhibitor and an EC 5.99.1.3 [DNA topoisomerase (ATP-hydrolysing)] inhibitor. It is a butenolide, a lactol and a sesterterpenoid. CC1=C(C(CCC1)(C)C)CC/C(=C/CCC2=CC[C@@H](O[C@H]2O)C3=CC(=O)O[C@H]3O)/C